N-(2-(4-(4-cyclopropylpiperazin-1-yl)piperidin-1-yl)-4-methoxy-5-((6-(3-(3-(1-methyl-1H-pyrazol-4-yl)phenyl)isooxazolidin-2-yl)pyrimidin-4-yl)amino)phenyl)acrylamide C1(CC1)N1CCN(CC1)C1CCN(CC1)C1=C(C=C(C(=C1)OC)NC1=NC=NC(=C1)N1OCCC1C1=CC(=CC=C1)C=1C=NN(C1)C)NC(C=C)=O